1-methyl-6,7-dihydro-1H-imidazo[4,5-c]Pyridine-2,5(4H)-dicarboxylic acid 5-tert-butyl ester 2-methyl ester COC(=O)C=1N(C2=C(CN(CC2)C(=O)OC(C)(C)C)N1)C